2-Amino-3-fluoro-5-(5-fluorobenzothiazol-2-yl)benzonitrile NC1=C(C#N)C=C(C=C1F)C=1SC2=C(N1)C=C(C=C2)F